(E)-ethyl 3-(3-(3,5-dimethylphenyl)-7-fluoro-2-methyl-4-oxo-3,4-dihydroquinazolin-6-yl)acrylate CC=1C=C(C=C(C1)C)N1C(=NC2=CC(=C(C=C2C1=O)/C=C/C(=O)OCC)F)C